(S)-6-(1-amino-1,3-dihydro-spiro[inden-2,4'-piperidin]-1'-yl)-3-(1-(5-chloro-6-methylpyridin-3-yl)vinyl)-1H-pyrazolo[3,4-d]pyrimidin-4(5H)-one N[C@@H]1C2=CC=CC=C2CC12CCN(CC2)C=2NC(C1=C(N2)NN=C1C(=C)C=1C=NC(=C(C1)Cl)C)=O